Benzylisochinolin C(C1=CC=CC=C1)C1=NC=CC2=CC=CC=C12